O=C1N[C@@H](C[C@@H]1CC1=CC(=NC=C1)NC(OC(C)(C)C)=O)C(F)(F)F tert-butyl (4-(((3S,5S)-2-oxo-5-(trifluoromethyl)pyrrolidin-3-yl)methyl)-pyridin-2-yl)carbamate